2-(2-carbamoyl-2-methylideneethyl)-3-oxo-1H,2H,3H-benzo[e]isoindole-8-carboxamide C(N)(=O)C(CN1C(C=2C=CC3=C(C2C1)C=C(C=C3)C(=O)N)=O)=C